2-cyano-1-phenyl-vinyl-boric acid C(#N)C=C(C1=CC=CC=C1)OB(O)O